N[C@H](C(=O)N[C@H](CCNC(C1=C(C=C(C=C1)NC=1C=2N(C=CN1)C(=CN2)C2=C(C(=C(C=C2)OC)F)F)CC)=O)C)CCCNC(=N)N N-[(3S)-3-[[(2S)-2-amino-5-carbamimidamidopentanoyl]amino]butyl]-4-[[3-(2,3-difluoro-4-methoxyphenyl)imidazo[1,2-a]pyrazin-8-yl]amino]-2-ethylbenzamide